CO[Si](CCCNCCC[Si](OC)(OC)OC)(OC)OC di(γ-trimethoxysilylpropyl)amine